CC=1N=CC=NC1C1=CC=CC=2N(C=NC21)C 5-methyl-6-(1-methylbenzimidazol-4-yl)pyrazine